4-bromo-2,3-dichloro-N-(4-methoxybenzyl)aniline 1,2-Dipalmitoyl-sn-Glycero-3-Phosphate C(CCCCCCCCCCCCCCC)(=O)OC[C@@H](OC(CCCCCCCCCCCCCCC)=O)COP(=O)(O)O.BrC1=C(C(=C(NCC2=CC=C(C=C2)OC)C=C1)Cl)Cl